ClC1=CC(=NC(=N1)C(F)(F)F)N(C)CC1CN(CCS1)C(=O)OC(C)(C)C tert-butyl 2-(((6-chloro-2-(trifluoromethyl)pyrimidin-4-yl)(methyl)amino)methyl)thiomorpholine-4-carboxylate